CC=1N2C=3SC=4CC(CC4C3C(=NCC2=NN1)C1=C(C=CC=C1)C(F)(F)F)C(=O)N1CCOCC1 3-methyl-13-(morpholine-4-carbonyl)-9-[2-(trifluoromethyl)phenyl]-16-thia-2,4,5,8-tetraazatetracyclo-[8.6.0.02,6.011,15]hexadeca-1(10),3,5,8,11(15)-pentaene